2-((E)-((E)-3-bromo-4-(cinnamoyloxy)-5-methoxybenzylidene)amino)-3-methylpentanoic acid BrC=1C=C(\C=N\C(C(=O)O)C(CC)C)C=C(C1OC(\C=C\C1=CC=CC=C1)=O)OC